CC1=NC(=CC(=C1)C=1C(=NN(C1C(=O)O)C=1SC(=C(N1)C1=CC=C(C=C1)OC)SC(C)C)C)C 4-(2,6-dimethylpyridin-4-yl)-1-(5-(isopropylsulfanyl)-4-(4-methoxyphenyl)thiazol-2-yl)-3-methyl-1H-pyrazole-5-carboxylic acid